C1NCCC12CCN(CC2)C=2C=C(C=CC2)N2C=CC1=C(C=CC(=C21)C)F N-(3-(2,8-diazaspiro[4.5]decan-8-yl)phenyl)-4-fluoro-7-methyl-1H-indole